[(2R,3S,11bR)-9,10-dimethoxy-3-(2-methylpropyl)-1H,2H,3H,4H,6H,7H,11bH-pyrido[2,1-a]isoquinolin-2-yl]methyl oxane-4-carboxylate O1CCC(CC1)C(=O)OC[C@@H]1C[C@H]2N(CCC3=CC(=C(C=C23)OC)OC)C[C@H]1CC(C)C